3,3-difluoropropyl 4-methylbenzene-1-sulfonate CC1=CC=C(C=C1)S(=O)(=O)OCCC(F)F